1'-(4-(4-(aminomethyl)-1-oxo-1,2-dihydro-phthalazin-6-yl)-1-methyl-1H-pyrazol-5-yl)-7'-cyclopropylspiro[cyclohexane-1,3'-indolin]-2'-one hydrochloride Cl.NCC1=NNC(C2=CC=C(C=C12)C=1C=NN(C1N1C(C2(C3=CC=CC(=C13)C1CC1)CCCCC2)=O)C)=O